O1CCC(CC1)OC=1C=CC(=NC1)C(=O)OC methyl 5-(oxan-4-yloxy)pyridine-2-carboxylate